CC1=CC=C(C=N1)C1=NOC=C1CO (3-(6-methyl-3-pyridinyl)isoOxazol-4-yl)methanol